ClC1=C(C=C(C(=O)OC)C=C1)F methyl 4-chloro-3-fluoro-benzoate